C12NCCNC2C1 2,5-diazabicyclo[4.1.0]heptane